Tert-butyl 2-[1-(3-chloro-4-fluorophenyl)pyrazol-4-yl]acetate ClC=1C=C(C=CC1F)N1N=CC(=C1)CC(=O)OC(C)(C)C